CN1N=CC(=C1C)C(=O)NC1=C2C(CC(C2=CC=C1)(C)C)C 1,5-dimethyl-N-(1,1,3-trimethyl-indan-4-yl)pyrazole-4-carboxamide